N6-(2-methoxy-4-(methylsulfonyl)phenyl)-1H-pyrrolo[2,3-b]pyridine-4,6-diamine COC1=C(C=CC(=C1)S(=O)(=O)C)NC=1C=C(C2=C(N1)NC=C2)N